N-({2-methoxy-4-[(2-oxo-2,3-dihydro-1H-benzimidazol-1-yl)methyl]phenyl}methyl)acetamide COC1=C(C=CC(=C1)CN1C(NC2=C1C=CC=C2)=O)CNC(C)=O